Cl.Cl.FC(OC=1C(=CC2=CN(N=C2C1)C)N)F 6-(difluoromethoxy)-2-methyl-2H-indazol-5-amine 2HCl